BrC1=CC=C2C=C(N(C2=C1)CC1OCC1)CN1CCC(CC1)OC1=CC=CC(=N1)COC1=C(C=C(C#N)C=C1)F 4-((6-((1-((6-bromo-1-(oxetan-2-ylmethyl)-1H-indol-2-yl)methyl)piperidin-4-yl)oxy)pyridin-2-yl)methoxy)-3-fluorobenzonitrile